2-methyladamantan-1-amine 2-(1-hydroxypentyl)benzoate OC(CCCC)C1=C(C(=O)O)C=CC=C1.CC1C2(CC3CC(CC1C3)C2)N